1-heptyl-dimethyl-ethoxysilane C(CCCCCC)C(C)O[SiH](C)C